(1r,4r)-4-[4-({2-[2,6-dioxopiperidin-3-yl]-1,3-dioxoisoindol-4-yl}amino)piperidine-1-carbonyl]cyclohexane-1-carboxylic acid O=C1NC(CCC1N1C(C2=CC=CC(=C2C1=O)NC1CCN(CC1)C(=O)C1CCC(CC1)C(=O)O)=O)=O